C(CCCCCCCCCCCCC)OC1=CC=C(O1)C(=O)OC(C)C1N(CCC1C1=CC=CC=C1)C(=O)O.C(=S)(OC(C)(C)C)N[C@@H](CC1=CNC=N1)C(=O)O thioBochistidine 1-(5-(tetradecyloxy)furan-2-carbonyloxy)ethyl-3-phenylpyrrolidine-1-carboxylate